2'-[4-(benzyloxy)phenyl]-4-(3-bromoanilino)-2',3'-dihydrospiro[cyclohexane-1,1'-indene]-4-carboxylic acid C(C1=CC=CC=C1)OC1=CC=C(C=C1)C1C2(C3=CC=CC=C3C1)CCC(CC2)(C(=O)O)NC2=CC(=CC=C2)Br